tert-butyl 4-(6-cyclopropyl-2-formylimidazo[1,2-a]pyridin-8-yl)-piperazine-1-carboxylate C1(CC1)C=1C=C(C=2N(C1)C=C(N2)C=O)N2CCN(CC2)C(=O)OC(C)(C)C